(R)-7-(7-(5,6-dimethyl-1H-indazol-4-yl)-2-((hexahydro-1H-pyrrolizin-7a-yl)methoxy)-5,6,7,8-tetrahydropyrido[3,4-d]pyrimidin-4-yl)-1,3,7-triazaspiro[4.5]decane-2,4-dione CC=1C(=C2C=NNC2=CC1C)N1CC=2N=C(N=C(C2CC1)N1C[C@@]2(C(NC(N2)=O)=O)CCC1)OCC12CCCN2CCC1